4-{7-[(1S,3S,4R,6S)-6-(cyclopropylmethyl)-2-azabicyclo[2.2.2]octane-3-carbonyl]-2,7-diazaspiro[3.5]nonan-2-yl}-2-(2,2,2-trifluoroethyl)thieno[2,3-b]pyridine-5-carbonitrile C1(CC1)C[C@H]1C[C@@H]2[C@H](N[C@H]1CC2)C(=O)N2CCC1(CN(C1)C1=C3C(=NC=C1C#N)SC(=C3)CC(F)(F)F)CC2